C12N(CC(NC1)CC2)C=2C1=C(N=C(N2)OC[C@]23CCCN3C[C@](C2)([2H])F)C(=C(N=C1)C=1C=C(C=C(C1C(F)(F)F)Cl)O)F 3-(4-(2,5-Diazabicyclo[2.2.2]octan-2-yl)-8-fluoro-2-(((2R,7aS)-2-fluorotetrahydro-1H-pyrrolizin-7a(5H)-yl-2-d)methoxy)pyrido[4,3-d]pyrimidin-7-yl)-5-chloro-4-(trifluoromethyl)phenol